[N+](=O)([O-])C1=CC=C(C=C1)N1CCN(CC1)CC1CCC2(C1)CCNCC2 3-[[4-(4-nitrophenyl)piperazin-1-yl]methyl]-8-azaspiro[4.5]decane